C(CS(=O)(=O)O)S(=O)(=O)O.C1(CCCCC1)N cyclohexylamine ethanedisulfonate